OC(C)(C)C1=CN=C(S1)[S@@](=O)(N)=NC(NC1=C2CCCC2=CC=2OCCC21)=O (R)-5-(2-hydroxy-propan-2-yl)-N'-((3,5,6,7-tetrahydro-2H-indeno[5,6-b]furan-4-yl)carbamoyl)-thiazole-2-sulfonimidamide